phenyl (cyclohexyloxy-L-alaninyl) phosphorochloridate P(OC1=CC=CC=C1)(OC([C@@H](NOC1CCCCC1)C)=O)(=O)Cl